(S)-N-(1-(3-(2-cyclopropylpyridin-4-yl)-1,2,4-oxadiazol-5-yl)ethyl)-5-(ethylsulfonyl)thiophene-2-carboxamide C1(CC1)C1=NC=CC(=C1)C1=NOC(=N1)[C@H](C)NC(=O)C=1SC(=CC1)S(=O)(=O)CC